Cl.C1(=CC=CC=C1)N1C(CCC2=CC=CC=C12)=O 1-phenyl-3,4-dihydroquinolin-2-one hydrochloride